COC[C@]1(OC2=CC=CC=C2[C@@H](C1)NC=1C2=C(N=CN1)NC(=C2)C(F)(F)F)C N-((2S,4R)-2-(METHOXYMETHYL)-2-METHYLCHROMAN-4-YL)-6-(TRIFLUOROMETHYL)-7H-PYRROLO[2,3-D]PYRIMIDIN-4-AMINE